IC1=CC2=C(COCC2=O)S1 2-iodo-5H-thieno[2,3-C]pyran-4(7H)-one